N-Acetyl-Lysine C(C)(=O)N[C@@H](CCCCN)C(=O)O